ClC1=CC=C(C=C1)C1=CN=C2N1C=CN=C2NC2=CC(=C(C(=O)NCCC1CCNCC1)C=C2)C 4-[[3-(4-chlorophenyl)imidazo[1,2-a]pyrazin-8-yl]amino]-2-methyl-N-(2-piperidin-4-ylethyl)benzamide